5-(tert-butyl) 2-ethyl 1-methyl-4,6-dihydropyrrolo[3,4-d]imidazole-2,5(1H)-dicarboxylate CN1C(=NC2=C1CN(C2)C(=O)OC(C)(C)C)C(=O)OCC